ClC1=CC=C(C=C1)C1=NN(C(=C1O)C1=CC=CC=C1)C 3-(4-chlorophenyl)-1-methyl-5-phenyl-4-hydroxy-1H-pyrazole